2-(((benzyloxy)carbonyl)amino)-3-(thieno[3,2-b]pyridine-2-carboxamido)propionic acid C(C1=CC=CC=C1)OC(=O)NC(C(=O)O)CNC(=O)C1=CC2=NC=CC=C2S1